CN1CN(C(=C1)C)C 1,3,4-trimethyl-imidazole